NC=1C=C(C=C2C=C(NC12)C1=CC=CC=C1)C(=O)N(CC)CC 7-amino-N,N-diethyl-2-phenyl-1H-indole-5-carboxamide